FC=1C=C(C=C(C1)F)C=1OC(=C(N1)C(=O)NCCN(C)C)C1=C(C=CC=C1)[N+](=O)[O-] (3,5-difluorophenyl)-N-(2-(dimethylamino)ethyl)-5-(2-nitrophenyl)oxazole-4-carboxamide